COC(CCCCNC(=O)C1CN(C1)C(=O)OC(C)(C)C)=O Tert-butyl 3-((5-methoxy-5-oxopentyl)carbamoyl)azetidine-1-carboxylate